[NH4+].FC(C(C(C(C(C(F)(F)F)(F)F)(F)F)(F)F)(F)F)(S(=O)(=O)[O-])F perfluorohexanesulfonic acid ammonium salt